C1(CC1)S(=O)(=O)C1=CC(=NC=C1)CNC(=O)C1=NC=C(C=C1)C=1C=NC=2N(C1)C=C(N2)C N-[(4-cyclopropanesulfonylpyridin-2-yl)methyl]-5-[2-methylimidazo[1,2-a]pyrimidin-6-yl]pyridine-2-carboxamide